((2r,5s)-2-(benzo[d]thiazol-5-yl)-5-methylpiperidin-1-yl)-N-(5-((4-methoxybenzyl)amino)-1,6-naphthyridin-8-yl)-2-carbonylacetamide S1C=NC2=C1C=CC(=C2)[C@@H]2N(C[C@H](CC2)C)C(C(=O)NC=2C=NC(=C1C=CC=NC21)NCC2=CC=C(C=C2)OC)=C=O